7'-amino-9'-methyl-6',7'-dihydrospiro[cyclopropane-1,5'-pyrido[2,3-b]azepin]-8'(9'H)-one hydrochloride Cl.NC1CC2(C3=C(N(C1=O)C)N=CC=C3)CC2